N-(5-chloro-6-(2-morpholinoethoxy)pyridin-3-yl)-2-(1H-imidazol-1-yl)-5H-pyrrolo[3,2-d]pyrimidine-4-carboxamide ClC=1C=C(C=NC1OCCN1CCOCC1)NC(=O)C=1C2=C(N=C(N1)N1C=NC=C1)C=CN2